1-Benzhydryl-3-methoxy-2,2-dimethyl-azetidine C(C1=CC=CC=C1)(C1=CC=CC=C1)N1C(C(C1)OC)(C)C